ClC1=NC(=NC=C1)C(=O)NC=1C=NC(=CC1)C(C)(C)O 4-chloro-N-(6-(2-hydroxy-prop-2-yl)pyridin-3-yl)pyrimidine-2-carboxamide